C(C)(C)(C)OC(=O)N1CCN(CC1)C1=CC=CC=2N(C(NC21)=O)[C@@H]2CC[C@@H](CC2)C(NC2=CC(=C(C=C2)C)OC)=O 4-[1-[cis-4-[(3-methoxy-4-methyl-phenyl)carbamoyl]cyclohexyl]-2-oxo-3H-benzimidazol-4-yl]piperazine-1-carboxylic acid tert-butyl ester